N[C@H]1[C@@H]2N(C[C@H]1CC2)C(=O)C2=CC1=C(N(C(=N1)C=1N(C3=CC=CC=C3C1)C)CC1CN(C1)C1=NC(=NC=C1)C)C(=C2)OC ((1R,4R,7R)-7-amino-2-azabicyclo[2.2.1]heptan-2-yl)(7-methoxy-2-(1-methyl-1H-indol-2-yl)-1-((1-(2-methyl-pyrimidin-4-yl)azetidin-3-yl)methyl)-1H-benzo[d]imidazol-5-yl)methanone